(Z)-1-acetyl-2-((6-(4-((3-methoxyoxetan-3-yl)methyl)piperazine-1-carbonyl)quinolin-2-yl)methylene)indolin-3-one C(C)(=O)N1\C(\C(C2=CC=CC=C12)=O)=C/C1=NC2=CC=C(C=C2C=C1)C(=O)N1CCN(CC1)CC1(COC1)OC